ethoxy-4-(methylsulfonyl)-N-(3-(7-nitro-3-(2,2,2-trifluoroethyl)benzo[b]thiophen-2-yl)prop-2-yn-1-yl)aniline C(C)ON(C1=CC=C(C=C1)S(=O)(=O)C)CC#CC1=C(C2=C(S1)C(=CC=C2)[N+](=O)[O-])CC(F)(F)F